C(C)(C)(C)OC(=O)N1[C@@H](CN(C[C@H]1C)C=1C=NC(=CC1)C(NC)=O)C (2R,6R)-2,6-dimethyl-4-(6-(methylcarbamoyl)pyridin-3-yl)piperazine-1-carboxylic acid tert-butyl ester